2-(4-methylphenoxy)-N-(1H-pyrazol-5-yl)-N-(2-thienylmethyl)acetamide CC1=CC=C(OCC(=O)N(CC=2SC=CC2)C2=CC=NN2)C=C1